naphtho[2,3-b:6,7-b']bisbenzofuran C1=CC=CC2=C1C1=C(O2)C=C2C=C3C(OC4=C3C=CC=C4)=CC2=C1